NC1(CC=C(O)C(=C1)N)O 4,6-di-aminohydroquinone